4-(4-hydroxy-3-nitrophenyl)-3,6-dihydropyridine-1(2H)-carboxylic acid tert-butyl ester C(C)(C)(C)OC(=O)N1CCC(=CC1)C1=CC(=C(C=C1)O)[N+](=O)[O-]